rac-benzyl (RS)-3-(2-oxoethyl)piperidine-1-carboxylate O=CC[C@@H]1CN(CCC1)C(=O)OCC1=CC=CC=C1 |r|